2-hexyl-hexanol C(CCCCC)C(CO)CCCC